BrC1=CC=C(C=C1)C1(CC1)[N-]C(C(C)(C)C)=O N-(1-(4-bromophenyl)cyclopropyl)pivaloyl-amide